N[C@@H]1CC=2C=CC(=NC2CC1)OS(=O)(=O)C(F)(F)F (S)-triflic acid 6-amino-5,6,7,8-tetrahydroquinolin-2-yl ester